cyanamide silicon [Si].N#CN